carbamic acid [(2S,3R,4R,5S,6S)-3,4,5-trimethoxy-6-methyl-tetrahydropyran-2-yl] ester CO[C@H]1[C@@H](O[C@H]([C@@H]([C@H]1OC)OC)C)OC(N)=O